Copper nitrate [N+](=O)([O-])[O-].[Cu+2].[N+](=O)([O-])[O-]